(Z)-1-(3-(benzofuran-7-yl)-4-oxothiazolidine-2-ylidene)-3-(2-fluoro-4-(1-(4-(perfluoroethyl)phenyl)-1H-1,2,4-triazol-3-yl)phenyl)urea O1C=CC2=C1C(=CC=C2)N2/C(/SCC2=O)=N/C(=O)NC2=C(C=C(C=C2)C2=NN(C=N2)C2=CC=C(C=C2)C(C(F)(F)F)(F)F)F